NCCCN(CCCN)CC N,N-bisaminopropylethylamine